FC=1C(=NC(=NC1)N1C2CC(C(C1)C2)NC)NC=2C=C1C=NNC1=CC2 N-(5-fluoro-2-(5-(methylamino)-2-azabicyclo[2.2.1]hept-2-yl)pyrimidin-4-yl)-1H-indazol-5-amine